(R or S)-2-(1-Cyclopropyl-2-hydroxy-2-methylpropyl)-7-(2-(6-methyl-[1,3]dioxolo[4,5-b]pyridin-7-yl)ethyl)isoindolin-1-one C1(CC1)[C@H](C(C)(C)O)N1C(C2=C(C=CC=C2C1)CCC1=C2C(=NC=C1C)OCO2)=O |o1:3|